(4-tert-butylphenyl)-3-(4'-methoxyphenyl)-1,3-propanedione C(C)(C)(C)C1=CC=C(C=C1)C(CC(=O)C1=CC=C(C=C1)OC)=O